2-(Chroman-4-yl)ethan-1-aminium chloride [Cl-].O1CCC(C2=CC=CC=C12)CC[NH3+]